5-(heptadecan-9-yloxy)-5-oxopentanoic acid CCCCCCCCC(CCCCCCCC)OC(CCCC(=O)O)=O